N-(4-methyl-3-((4-(pyridin-3-yl)pyrimidin-2-yl)amino)phenyl)-4-((4-methylpiperazin-1-yl)methyl)benzamide methanesulfonate CS(=O)(=O)O.CC1=C(C=C(C=C1)NC(C1=CC=C(C=C1)CN1CCN(CC1)C)=O)NC1=NC=CC(=N1)C=1C=NC=CC1